O=C1NC(CCC1C1=CC=C(C=C1)C1CCN(CC1)CC(=O)N1CC(C1)CC=1N=C2N(C=C(C(=C2)OC(C)C)NC(=O)C2=NC(=CC=C2)C(F)(F)F)C1)=O N-[2-[[1-[2-[4-[4-(2,6-dioxo-3-piperidyl)phenyl]-1-piperidyl]acetyl]azetidin-3-yl]methyl]-7-isopropoxy-imidazo[1,2-a]pyridin-6-yl]-6-(trifluoromethyl)pyridine-2-carboxamide